diethyl-cyclohexane-1,4-dicarboxylate C(C)OC(=O)C1CCC(CC1)C(=O)OCC